CC(C)(C)[S@](=O)N[C@H](C)C=1C2=CN(N=C2C=CC1)C (S)-2-methyl-N-[(1R)-1-(2-methyl-2H-indazol-4-yl)ethyl]propane-2-sulfinamide